S1C(=NC2=C1C=CC=C2)NC2=CC=C(N=N2)NC=2SC=C(N2)C(=O)O ({6-[(1,3-benzothiazol-2-yl)amino]pyridazin-3-yl}amino)-1,3-thiazole-4-carboxylic acid